sodium lauryl taurate NCCS(=O)(=O)OCCCCCCCCCCCC.[Na]